1-phenylisoquinolinium C1(=CC=CC=C1)C1=[NH+]C=CC2=CC=CC=C12